FC1=C(C=CC=C1F)C1=CN=C2N1C=CC=C2C=2C=NC(=C(C(=O)NC1=CC=C(C=C1)F)C2)C 5-(3-(2,3-difluorophenyl)imidazo[1,2-a]pyridin-8-yl)-N-(4-fluorophenyl)-2-methylnicotinamide